tert-butyl 4-(5-chloro-7-hydroxy-1,8-naphthyridin-3-yl)-2-cyclopropylpiperazine-1-carboxylate ClC1=C2C=C(C=NC2=NC(=C1)O)N1CC(N(CC1)C(=O)OC(C)(C)C)C1CC1